1-methyl-4-(2-methyl-4-nitrophenyl)piperazine CN1CCN(CC1)C1=C(C=C(C=C1)[N+](=O)[O-])C